N-(4-((4-cinnamylpiperazin-1-yl)sulfonyl)phenyl)acetamide C(C=CC1=CC=CC=C1)N1CCN(CC1)S(=O)(=O)C1=CC=C(C=C1)NC(C)=O